1H-indazole-4,7-diamine N1N=CC=2C(=CC=C(C12)N)N